3-chloro-1,2-dihydropyridin-2-one hydrochloride Cl.ClC=1C(NC=CC1)=O